C(C)(=O)O[C@@]1([C@H](O[C@H]([C@@H]1OC(C)=O)N1C2=NC(=NC(=C2N=C1)Cl)Cl)COC(C(=O)OCC)(C(=O)OCC)CC1=CC=C(C=C1)N1C(NCCC1)=O)C#C diethyl 2-(((2R,3R,4R,5R)-3,4-di-acetoxy-5-(2,6-dichloro-9H-purin-9-yl)-3-ethynyltetrahydrofuran-2-yl)methoxy)-2-(4-(2-oxotetrahydropyrimidin-1(2H)-yl)benzyl)malonate